N(=O)[O-] Nitrite